C(#N)[C@H]1CC[C@H](CC1)N1C2=NC(=NC=C2N(C1=O)C)NC1=CC(=C(C(=O)N)C=C1C)F 4-((9-(cis-4-cyanocyclohexyl)-7-methyl-8-oxo-8,9-dihydro-7H-purin-2-yl)amino)-2-fluoro-5-methylbenzamide